C1(C=2C(C(N1)=O)=CC=CC2)=O.[Na] sodium phthalimide salt